NC1CCN(CC1)C1=NC=C(C(=N1)NC=1C=C2C=C(C(N(C2=C(C1)OC)C)=O)OCC(=O)NC)Cl 2-((6-((2-(4-aminopiperidin-1-yl)-5-chloropyrimidin-4-yl)amino)-8-methoxy-1-methyl-2-oxo-1,2-dihydroquinolin-3-yl)oxy)-N-methylacetamide